OCCN1CCN(CC1)CCS(=O)(=O)O 4-(2-hydroxyethyl)piperazine-1-ethane-sulphonic acid